5-bromo-3,4-difluoro-2-methylbenzoic acid BrC=1C(=C(C(=C(C(=O)O)C1)C)F)F